FC1=C(C(=O)N[C@@H](C(=O)N2CCC3(CC2)C(CN(C(C3)=O)C)C3=CC=CC=C3)C(C)C)C=C(C=C1)C(F)(F)F 2-fluoro-N-((2R)-3-methyl-1-(9-methyl-10-oxo-7-phenyl-3,9-diazaspiro-[5.5]undec-3-yl)-1-oxobutan-2-yl)-5-(trifluoromethyl)benzamide